C(C)(C)(C)[Si](OC\C(=C\C1=CC=CC=C1)\C)(C)C (E)-tert-butyldimethyl((2-methyl-3-phenylallyl)oxy)silane